C1(CC1)C1=C(C=CC(=N1)N1[C@H]2CN([C@@H](C1)C2)C(=O)OC(C)(C)C)[N+](=O)[O-] tert-butyl (1R,4R)-5-(6-cyclopropyl-5-nitro-2-pyridyl)-2,5-diazabicyclo[2.2.1]heptane-2-carboxylate